(S)-3-hydroxy-4-methyl-N-((S)-1-(3-(2,2,2-trifluoroethoxy)phenyl)ethyl)pentanamide tert-Butyl-2-(((1r,4r)-4-((tert-Butoxycarbonylamino)methyl)cyclohexyl)methoxy)acetate C(C)(C)(C)OC(COCC1CCC(CC1)CNC(=O)OC(C)(C)C)=O.O[C@@H](CC(=O)N[C@@H](C)C1=CC(=CC=C1)OCC(F)(F)F)C(C)C